[Cl-].BrCCOCCOC 1-bromo-2-(2-methoxyethoxy)ethane chloride